CC(CC(=O)O)CC(C)(C)C.CC(CC(=O)O)CC(C)(C)C.CC(CC(=O)O)CC(C)(C)C.C(O)C(CC)(CO)CO trimethylolpropane tri(3,5,5-trimethylhexanoate)